NC1=CC(C(NC1=O)=O)=O 5-aminopyridine-2,3,6-trione